N-hydroxypropionamide ONC(CC)=O